(4-(methylsulfonyl)piperazin-1-yl)(5-(8,9,10,11-tetrahydro-3H-pyrazolo[4,3-a]phenanthridin-7-yl)pyridin-2-yl)methanone CS(=O)(=O)N1CCN(CC1)C(=O)C1=NC=C(C=C1)C1=NC2=CC=C3C(=C2C=2CCCCC12)C=NN3